C(#N)C1=CC(=C(OCC2=CC=CC(=N2)NC2CCNCC2)C=C1)F 4-((6-((4-cyano-2-fluorophenoxy)methyl)pyridin-2-yl)amino)piperidine